(2S,6r)-6-phenyl-2-piperidinecarboxylate C1(=CC=CC=C1)[C@H]1CCC[C@H](N1)C(=O)[O-]